C(=CCC)N1C(N(C(=C1C)C)C)C 1-butenyl-2,3,4,5-tetramethylimidazole